(E)-2-(((1-butyl-1H-benzo[d]imidazol-5-yl)oxy)methyl)-3-fluoroprop-2-en-1-amine 4-methylbenzenesulfonate CC1=CC=C(C=C1)S(=O)(=O)O.C(CCC)N1C=NC2=C1C=CC(=C2)OC\C(\CN)=C\F